5-(3-fluoro-4-methylphenyl)-1,3-cyclohexanedione FC=1C=C(C=CC1C)C1CC(CC(C1)=O)=O